N-alpha-Methylhistamine CNCCC1=CN=CN1